ClC1=CC=C(C=C1)[C@@H]1C[C@H](C1)N1N=C(OC1=O)CN1C(C=2N(C=C1)C(C=CC2)=O)=O trans-2-[[4-[3-(4-chlorophenyl)cyclobutyl]-5-oxo-1,3,4-oxadiazol-2-yl]methyl]pyrido[1,2-a]pyrazine-1,6-dione